tert-butyl (S)-2-(4-(4-((diphenylmethylene) amino)phenyl)-2,3,9-trimethyl-6H-thieno[3,2-f][1,2,4]triazolo[4,3-a][1,4]diazepin-6-yl)acetate C1(=CC=CC=C1)C(C1=CC=CC=C1)=NC1=CC=C(C=C1)C1=N[C@H](C=2N(C3=C1C(=C(S3)C)C)C(=NN2)C)CC(=O)OC(C)(C)C